ClC1=CC=C(CNC2CCN(CC2)CCCOC2=C3C=CC(OC3=CC3=C2C=CO3)=O)C=C1 4-(3-(4-((4-chlorobenzyl)amino)piperidin-1-yl)propoxy)-7H-furo[3,2-g]chromen-7-one